2-vinyl-4,4,5,5-tetramethyl-2-oxazoline C(=C)C=1OC(C(N1)(C)C)(C)C